2-[(2S,4R)-4-hydroxy-1-[2-(3-methoxy-1,2-oxazol-5-yl)-3-methylbutanoyl]pyrrolidin-2-yl]-N-methyl-N-[[4-(4-methyl-1,3-thiazol-5-yl)phenyl]methyl]-1H-imidazole-4-carboxamide O[C@@H]1C[C@H](N(C1)C(C(C(C)C)C1=CC(=NO1)OC)=O)C=1NC=C(N1)C(=O)N(CC1=CC=C(C=C1)C1=C(N=CS1)C)C